4-carbamoylbenzyl (4-((2-(pyridin-3-yl)pyrrolidin-1-yl)methyl)phenyl)carbamate N1=CC(=CC=C1)C1N(CCC1)CC1=CC=C(C=C1)NC(OCC1=CC=C(C=C1)C(N)=O)=O